5-{7-oxa-2-azaspiro[3.5]nonan-2-yl}-1,2-dihydro-2,7-naphthyridin-1-one C1N(CC12CCOCC2)C2=C1C=CNC(C1=CN=C2)=O